BrC=1C=C2CN(C(C2=C(C1)F)=O)[C@@H](CCC(=O)OC(C)(C)C)C(N)=O tert-butyl (4S)-4-(5-bromo-7-fluoro-1-oxo-3H-isoindol-2-yl)-4-carbamoylbutanoate